FC=1C(=NC(=CC1)N1N=NC=C1)OC1=CC=C(C=C1)C(C)(C)C1=CC=C(OC2CC(C2)NC(OC(C)(C)C)=O)C=C1 tert-butyl ((1r,3r)-3-(4-(2-(4-((3-fluoro-6-(1H-1,2,3-triazol-1-yl)pyridin-2-yl)oxy) phenyl)propan-2-yl)phenoxy)cyclobutyl)carbamate